2-(5-(cyclopent-3-en-1-yl)-3-(1,4-dimethyl-1H-1,2,3-triazol-5-yl)-5H-pyrido[3,2-b]indol-7-yl)propan-2-ol C1(CC=CC1)N1C2=C(C=3C=CC(=CC13)C(C)(C)O)N=CC(=C2)C2=C(N=NN2C)C